7-((1r,4r)-4-(2-fluoro-6-methylphenyl)cyclohexyl)-3-methylpyrido[2,3-b]pyrazin-6(5H)-one FC1=C(C(=CC=C1)C)C1CCC(CC1)C1=CC=2C(=NC(=CN2)C)NC1=O